C(C)(C)(C)OC(NC12[C@H](CC(CC1)(CC2)N2C=C(C=C2)Br)O)=O (S)-(4-(3-bromo-1H-pyrrol-1-yl)-2-hydroxy-bicyclo[2.2.2]oct-1-yl)carbamic acid tert-butyl ester